NCC(COCCN1CCN(CC1)CCOCCOCCOCCOCCNC(OC(C)(C)C)=O)F Tert-butyl N-[2-[2-[2-[2-[2-[4-[2-(3-amino-2-fluoro-propoxy)ethyl]piperazin-1-yl]ethoxy] ethoxy]ethoxy]ethoxy]ethyl]carbamate